(1R,3S,5R)-N-(6-bromo-3-methylpyridin-2-yl)-2-(2-(3-(1-hydroxyethyl)-5-(2-methylpyrimidin-5-yl)-1H-indazol-1-yl)acetyl)-5-methyl-2-azabicyclo[3.1.0]hexane-3-carboxamide BrC1=CC=C(C(=N1)NC(=O)[C@H]1N([C@@H]2C[C@@]2(C1)C)C(CN1N=C(C2=CC(=CC=C12)C=1C=NC(=NC1)C)C(C)O)=O)C